C(C1=CC=CC=C1)(=O)N1C2=C(SCC1)C=C(C=C2)NC(=O)NC2=CNC1=CC=CC=C21 1-(4-benzoyl-3,4-dihydro-2H-benzo[b][1,4]thiazin-7-yl)-3-(1H-indol-3-yl)urea